NC1OC2=C(OC1)C(=CC=C2N2CCNCC2)N 3,8-Diamino-5-(piperazin-1-yl)-2,3-dihydro-1,4-benzodioxine